FC(CON=CCC(=O)N)(F)F (2,2,2-trifluoroethoxyimino)methylacetamide